amino-2-[4-(3-benzyloxyphenylthio)-2-chlorophenyl]ethyl-propane-1,3-diol NC(CCO)(O)CCC1=C(C=C(C=C1)SC1=CC(=CC=C1)OCC1=CC=CC=C1)Cl